N-(2-methoxyethyl)-1H-pyrazolo[3,4-b]pyridine-5-carboxamide COCCNC(=O)C=1C=C2C(=NC1)NN=C2